tert-butyl 2-((4-methyl-3-((1-(naphthalen-1-yl)cyclopropyl)carbamoyl) phenoxy)methyl)azetidine-1-carboxylate CC1=C(C=C(OCC2N(CC2)C(=O)OC(C)(C)C)C=C1)C(NC1(CC1)C1=CC=CC2=CC=CC=C12)=O